S1C=NC=C1[C@H]1[C@@H](C1)C(=O)OCC trans-ethyl 2-(thiazol-5-yl)cyclopropanecarboxylate